6-((5-fluoropyridin-2-yl)oxy)-7-methoxy-2-(methylthio)pyrido[2,3-d]pyrimidine FC=1C=CC(=NC1)OC1=CC2=C(N=C(N=C2)SC)N=C1OC